CN1CC(CCC1)CN1C2=CC=CC=C2SC=2C=CC=CC12 10-((1-methylpiperidin-3-yl)methyl)-10H-phenothiazine